C(CCCCCCCCCCCCCCCCCCCCCO)O docosane-1,22-diol